CN[C@H]1C[C@H](N(CC1)C(=O)N1CC2(CCCC2)[C@@H](CC1)CN1C=NC(=CC1=O)C1=CC=CC=C1)C1=CC=CC=C1 3-(((R)-7-((2S,4R)-4-(methylamino)-2-phenylpiperidine-1-carbonyl)-7-azaspiro[4.5]dec-10-yl)methyl)-6-phenylpyrimidin-4(3H)-one